1-(2-((1S,4aS,4bR,6aS,9S,11aS,11bS,13aS)-9-hydroxy-9,11a,13a-trimethyloctadecahydro-1H-cyclohepta[a]phenanthren-1-yl)-2-oxoethyl)-1H-pyrazole-4-carbonitrile O[C@]1(CC[C@H]2[C@@]([C@H]3CC[C@@]4([C@H](CCC[C@H]4[C@@H]3CC2)C(CN2N=CC(=C2)C#N)=O)C)(CC1)C)C